COC[C@@]12C[C@H](N([C@H]2C1)C(CNC(CCCOC1=CC=CC=C1)=O)=O)C(=O)O (1S,3S,5R)-5-(methoxymethyl)-2-((4-phenoxybutyryl)glycyl)-2-azabicyclo[3.1.0]-hexane-3-carboxylic acid